2-bromo-9-(4-methoxy-3,5-dimethylphenyl)-9-(2-methylallyl)-9H-fluorene BrC1=CC=2C(C3=CC=CC=C3C2C=C1)(CC(=C)C)C1=CC(=C(C(=C1)C)OC)C